CC1(C(=C(CC1)C(=C)C)C)O 1,2-dimethyl-3-(1-methylethenyl)cyclopenten-1-ol